ClC=1C=CC(=C2CN(C(C12)=O)CCC)NS(=O)(=O)C1=CC(=CC=C1)C#CC1=NOC=C1 N-(7-chloro-1-oxo-2-propylisoindolin-4-yl)-3-(isoxazol-3-ylethynyl)benzenesulfonamide